CN1C[C@H]2CN(CC[C@H]2C1)C1=CC=C(C=C1)[C@@H]1NC[C@H](CC1)C (3aS,7aR)-2-methyl-5-[4-[(2R,5S)-5-methyl-2-piperidyl]phenyl]-3,3a,4,6,7,7a-Hexahydro-1H-pyrrolo[3,4-c]pyridine